Ethyl 3-(aminomethyl)-5-phenethyl-4,5-dihydroisoxazole-5-carboxylate hydrochloride Cl.NCC1=NOC(C1)(C(=O)OCC)CCC1=CC=CC=C1